4-((4-((2-chloropyridin-4-yl)amino)-1H-pyrazol-1-yl)methyl)piperidine-1-carboxylic acid tert-butyl ester C(C)(C)(C)OC(=O)N1CCC(CC1)CN1N=CC(=C1)NC1=CC(=NC=C1)Cl